C(C(=O)O)NC(=O)N The molecule is a member of the class of ureas obtained by formal condensation of the carboxy group of carbamic acid with the amino group of glycine. It has a role as a rat metabolite and a xenobiotic metabolite. It is a N-acylglycine, a member of ureas and a monocarboxylic acid. It derives from a glycine.